(S)-4-(3-fluoro-4-(2-(trifluoromethyl)pyrrolidin-1-yl)phenyl)-5-methylthiazol-2-amine FC=1C=C(C=CC1N1[C@@H](CCC1)C(F)(F)F)C=1N=C(SC1C)N